BrC=1C=C2C(=CNC2=CC1)CC(CO)(F)F 3-(5-bromo-1H-indol-3-yl)-2,2-difluoropropan-1-ol